5,5-bis(((Z)-oct-5-en-1-yl)oxy)pentanoic acid 6-hexyl ester CCCCCCOC(CCCC(OCCCC\C=C/CC)OCCCC\C=C/CC)=O